FC1=C(C=C(C(=C1F)OC1=CC=NC2=CC(=C(C=C12)OC(CO)C)OC)F)C1=C(C(=O)N)C=CC=N1 (2,3,5-trifluoro-4-((6-((1-hydroxypropan-2-yl)oxy)-7-methoxyquinolin-4-yl)oxy)phenyl)nicotinamide